C(CCCC)C=1C(CCC1)O 2-Pentyl-2-cyclopenten-1-ol